2-((4-methoxybenzyl)oxy)pyrazolo[1,5-a]Pyridine-3-carboxylic acid ethyl ester C(C)OC(=O)C=1C(=NN2C1C=CC=C2)OCC2=CC=C(C=C2)OC